C1(CC1)C=1C=C(C=2N(C1)C=C(N2)CNC=2C=C(N=NC2)NC(=O)[C@@H]2[C@H](C2)C2=NC=CC(=N2)C)N2C(N(C(C2)=O)C)=O |r| rac-(1S*,2S*)-N-(5-(((6-cyclopropyl-8-(3-methyl-2,4-dioxoimidazolidin-1-yl)imidazo[1,2-a]pyridin-2-yl)methyl)amino)pyridazin-3-yl)-2-(4-methylpyrimidin-2-yl)cyclopropane-1-carboxamide